N-tert-Butyl-4-[[2-(6-quinolyl)acetyl]amino]pyridine-2-carboxamide C(C)(C)(C)NC(=O)C1=NC=CC(=C1)NC(CC=1C=C2C=CC=NC2=CC1)=O